C1(=C(C=CC=C1)C#CC(=O)OC1=NC(=CC=C1)N1CC(CC1)COC)C 6-(3-(methoxymethyl)pyrrolidin-1-yl)pyridin-2-yl 3-(o-tolyl)propiolate